3,6-dimethyl-3,6-di(tert-butylperoxy)-4-octyne CC(CC)(C#CC(CC)(OOC(C)(C)C)C)OOC(C)(C)C